NC1=C(C=CC(=C1)C(C)(C)C1=CC(=C(C=C1)O)N)O 2-amino-4-[1-(3-amino-4-hydroxy-phenyl)-1-methyl-ethyl]phenol